FC1=CC(=CC=2N(C(=NC21)C)C2CCN(CC2)C)C2=CNC1=NC=C(C=C12)C(=O)NC=1C=NN(C1)C1CCN(CC1)C 3-(4-fluoro-2-methyl-1-(1-methylpiperidin-4-yl)-1H-benzo[d]imidazol-6-yl)-N-(1-(1-methylpiperidin-4-yl)-1H-pyrazol-4-yl)-1H-pyrrolo[2,3-b]pyridine-5-carboxamide